OC1=C(C(=O)NCCCCCCCC(=O)[O-])C=CC=C1.[Na+] Sodium 8-(2-hydroxybenzamido)octanoate